(5-chloro-6-fluoro-4-iodopyridin-2-yl)carbamic acid tert-butyl ester C(C)(C)(C)OC(NC1=NC(=C(C(=C1)I)Cl)F)=O